ClC1=CC=C(C(=N1)C(=O)O)N[C@H](C)C1=C2N=C(C(=NC2=CC(=C1)C)C#N)N1C(CC1)C 6-chloro-3-(((1R)-1-(2-cyano-7-methyl-3-(2-methylazetidin-1-yl)quinoxalin-5-yl)ethyl)amino)picolinic acid